4-[3-[2,6-Dichloro-4-[2-methoxyethyl(methyl)amino]benzoyl]-2,4-dihydro-1,3-benzoxazin-8-yl]-5-fluoro-2-morpholin-4-ylbenzoic acid ClC1=C(C(=O)N2COC3=C(C2)C=CC=C3C3=CC(=C(C(=O)O)C=C3F)N3CCOCC3)C(=CC(=C1)N(C)CCOC)Cl